7-Methoxy-1,1,2,3,3-pentamethyl-2,3,3a,4,5,6-hexahydro-1H-indene COC=1CCCC2C(C(C(C12)(C)C)C)(C)C